COC(\C=C\C1=CC(=CC=C1)N(C(=O)C1CCCCC1)C([2H])C1=CC=C(C=C1)C1=CC2=C(N=CO2)C=C1)=O.NC1=C2C(C=3C=CC=C(C3C(C2=CC=C1)=O)NC(C)=O)=O N-(5-amino-9,10-dihydro-9,10-dioxo-1-anthracenyl)-acetamide methyl-(E)-3-(3-(N-((4-(benzo[d]oxazol-6-yl)phenyl)methyl-d)cyclohexanecarboxamido)phenyl)acrylate